1-methylene-2-(trifluoromethoxy)-1,2,3,4-tetrahydronaphthalene C=C1C(CCC2=CC=CC=C12)OC(F)(F)F